O=C1C(=CC(=CN1)CON1C(C2=CC=CC=C2C1=O)=O)C(F)(F)F 2-((6-oxo-5-(trifluoromethyl)-1,6-dihydropyridin-3-yl)methoxy)isoindoline-1,3-dione